ClC1=C(C=CC=C1Cl)C1C(CCCC1)=O 2-(2,3-dichlorophenyl)cyclohexanone